6-(cyclopropylethynyl)-2-oxo-1,2-dihydropyridine-3-carboxylic acid C1(CC1)C#CC1=CC=C(C(N1)=O)C(=O)O